3-((5-bromo-6-methoxy-2H-indazol-2-yl)methyl)-5-methylisoxazole BrC1=CC2=CN(N=C2C=C1OC)CC1=NOC(=C1)C